3-formyl-N-(4-(4-morpholino-7-((2-(trimethylsilyl)ethoxy)methyl)-7H-pyrrolo[2,3-d]pyrimidin-6-yl)phenyl)benzenesulfonamide C(=O)C=1C=C(C=CC1)S(=O)(=O)NC1=CC=C(C=C1)C1=CC2=C(N=CN=C2N2CCOCC2)N1COCC[Si](C)(C)C